BrC1=CC=C2C(NC(=NC2=C1C)CCl)=O 7-bromo-2-(chloromethyl)-8-methylquinazolin-4(3H)-one